(1-(5-chloro-4-(1-(2,4-dichlorophenyl)ethoxy)pyrimidin-2-yl)(methyl)carbamoyl)piperidine-1-carboxylic acid tert-butyl ester C(C)(C)(C)OC(=O)N1C(CCCC1)C(NCC1=NC=C(C(=N1)OC(C)C1=C(C=C(C=C1)Cl)Cl)Cl)=O